C(C)(=O)OCC(=O)N1CC=2C(=NC=3C(=C(C(=CC3C2[C@@H]1C)OC)Cl)Cl)N 2-[(1S)-4-amino-6,7-dichloro-8-methoxy-1-methyl-1H,2H,3H-pyrrolo[3,4-c]quinolin-2-yl]-2-oxoethyl acetate